C12C(C3CC(CC(C1)C3)C2)NC(=O)NCC2=NN(C(=C2C)C2=CC=C(C=C2)Cl)C2=C(C=C(C=C2)Cl)Cl 1-((1r,3r,5r,7r)-adamantan-2-yl)-3-((5-(4-chlorophenyl)-1-(2,4-dichlorophenyl)-4-methyl-1H-pyrazol-3-yl)methyl)urea